(R)-3-(2-(3-methylmorpholinyl)-4-(1H-pyrrolo[2,3-b]pyridin-4-yl)-5H-pyrrolo[2,3-d]pyrimidin-7(6H)-yl)-3-oxopropanenitrile C[C@H]1N(CCOC1)C=1N=C(C2=C(N1)N(CC2)C(CC#N)=O)C2=C1C(=NC=C2)NC=C1